tetrafluoropropyl methacrylate hexafluoroisopropyl-methacrylate FC(C(C(F)(F)F)C=C(C(=O)O)C)(F)F.C(C(=C)C)(=O)OC(CC(F)(F)F)F